CN1CCN(CC1)C(=O)C=1C=C2C=CC(=CC2=CC1)CCNC1=CC=NC2=CC=CC=C12 4-[2-[6-(4-methylpiperazine-1-carbonyl)naphthalen-2-yl]ethylamino]quinoline